dimethoxy-1,2-diphenylethan-1-one COC(C(=O)C1=CC=CC=C1)(C1=CC=CC=C1)OC